C(C)C(C(C(C(=O)O)C)C)CC 4-ethyl-2,3-dimethylhexanoic acid